5-(azetidin-3-yl)-3-(4-nonylphenyl)-1,2,4-oxadiazole 2,2,2-trifluoroacetate FC(C(=O)O)(F)F.N1CC(C1)C1=NC(=NO1)C1=CC=C(C=C1)CCCCCCCCC